Ethylgallium C(C)[Ga]